OC(CC(=O)O)(CC(=O)O)C(=O)O.N1C(=NC2=C1C=CC=C2)CCNC(=O)[C@]2([C@@H](CC[C@H](C2)C)C(C)C)O (1S,2S,5R)-N-(2-(1H-benzo[d]imidazol-2-yl)ethyl)-1-hydroxy-2-isopropyl-5-methylcyclohexane-1-carboxamide 2-hydroxypropane-1,2,3-tricarboxylate